ClC=1C=C(C=2N(N1)C=CN2)N2CC(C2)C(F)(F)F 6-chloro-8-[3-(trifluoromethyl)azetidin-1-yl]imidazo[1,2-b]pyridazine